O=C1N(CCCC1)C1=CC=C(C(=O)NC2=CC(=CC(=C2)OC(F)(F)F)C#CC2=NC=CC=C2)C=C1 4-(2-OXOPIPERIDIN-1-YL)-N-(3-(PYRIDIN-2-YLETHYNYL)-5-(TRIFLUOROMETHOXY)PHENYL)BENZAMIDE